(S)-(2,7-dimethyl-3-(1-methyl-5-(trifluoromethyl)-1H-pyrazol-3-yl)-2,4,5,7-tetrahydro-6H-pyrazolo[3,4-c]pyridin-6-yl)(6-fluoro-2-methylquinolin-4-yl)methanone CN1N=C2[C@@H](N(CCC2=C1C1=NN(C(=C1)C(F)(F)F)C)C(=O)C1=CC(=NC2=CC=C(C=C12)F)C)C